COC=1C=C(C=CC1)C(C)=NO m-methoxyacetophenone oxime